1-(4-chlorophenyl)-1H-1,2,4-triazole-3-carboxylic acid ClC1=CC=C(C=C1)N1N=C(N=C1)C(=O)O